ClC1=NC=C(C=N1)C1=NC=CC(=N1)C(=O)N 2-(2-chloroPyrimidin-5-yl)pyrimidine-4-carboxamide